ClC=1C(=C(C(=O)O)C(=C(C1Cl)Cl)Cl)C=1C2=C(C=C(C(=C2OC2=C(C(C=C(C12)Br)=O)Br)Br)O)Br 3,4,5,6-tetrachloro-2-(1,4,5,8-tetrabromo-6-hydroxy-3-oxoxanthen-9-yl)benzoic acid